N-methyl-4-nonadecyl-N-octadecyl-aniline tetrakis(pentafluorophenyl)borate FC1=C(C(=C(C(=C1[B-](C1=C(C(=C(C(=C1F)F)F)F)F)(C1=C(C(=C(C(=C1F)F)F)F)F)C1=C(C(=C(C(=C1F)F)F)F)F)F)F)F)F.CN(C1=CC=C(C=C1)CCCCCCCCCCCCCCCCCCC)CCCCCCCCCCCCCCCCCC